C(C)(C)(C)OC(N(CC1=NC=C(C(=C1C)OC)C)C1=CC(=CC=C1)CC1=CC=CC=C1)=O (3-Benzylphenyl)((4-methoxy-3,5-dimethylpyridin-2-yl)methyl)carbamic acid tert-butyl ester